N1(CCC1)C(=O)[C@@H]1CCC(N1C1=C(C=C(C(=C1)F)C1=NOC(=N1)C(F)(F)F)F)=O (5S)-5-(azetidin-1-ylcarbonyl)-1-{2,5-difluoro-4-[5-(trifluoromethyl)-1,2,4-oxadiazol-3-yl]phenyl}pyrrolidin-2-one